C(C)O[Si](CCCNCCC[Si](OCC)(OCC)OCC)(OCC)OCC Bis-[3-(triethoxysilyl)propyl]amine